4-methyl-1,2,3,4-tetrahydronaphthalen CC1CCCC2=CC=CC=C12